hexyl-triphenylphosphine iodide [I-].C(CCCCC)C1=C(C=CC=C1)P(C1=CC=CC=C1)C1=CC=CC=C1